6-oxopiperidine-3-carbaldehyde O=C1CCC(CN1)C=O